N-(3,4-Dimethylphenyl)-N1-(4-ethylphenyl)-6-morpholin-4-yl-[1,3,5]triazine-2,4-diamine hydrochloride Cl.CC=1C=C(C=CC1C)NC1N(C(=NC(=N1)N)N1CCOCC1)C1=CC=C(C=C1)CC